(3-bromo-1-methyl-1H-1,2,4-triazol-5-yl)methanone BrC1=NN(C(=N1)C=O)C